P(=O)(=O)C(C(=O)O)CC(=O)O phosphosuccinic acid